ClCC1=CC=C(C=C1)C=CC1=CC=C(C=C1)CCl 1,2-bis(p-chloromethylphenyl)ethylene